[2-(2-{5'-fluoro-1',3-dimethyl-[4,6'-biindazol]-1-yl}acetamido)acetamido]acetic acid FC=1C=C2C=NN(C2=CC1C=1C=2C(=NN(C2C=CC1)CC(=O)NCC(=O)NCC(=O)O)C)C